C(C)(C)(C)OC(=O)N1C2=C(OCC1)C=CC(=C2)CC(=O)OC 6-(2-Methoxy-2-oxoethyl)-2H-benzo[b][1,4]oxazine-4(3H)-carboxylic acid tert-butyl ester